N1C=CC=2C=NC=CC21 PYRROLO[3,2-C]PYRIDINE